2-amino-N-(2-(prop-2-yn-1-yloxy)ethyl)acetamide NCC(=O)NCCOCC#C